O=C1NC(CCC1N1C(C2=CC=C(C=C2C1)NC(=O)N1CC2=CC=CC=C2C(C1)C)=O)=O N-(2-(2,6-dioxopiperidin-3-yl)-1-oxoisoindolin-5-yl)-4-methyl-3,4-dihydroisoquinoline-2(1H)-carboxamide